3,3a,4,9-tetrahydro-2H-isoxazolo[2,3-b]isoquinolin-2-one O1C(CC2N1CC1=CC=CC=C1C2)=O